C(C1=CC=CC=C1)NC1=CC=C(C(C(=O)O)=C1)O 5-BENZYLAMINOSALICYLIC ACID